(4-((3-chlorobenzyl)amino)-6-(3,5-dimethylisoxazol-4-yl)quinazolin-2-Yl)thiomorpholine 1,1-dioxide ClC=1C=C(CNC2=NC(=NC3=CC=C(C=C23)C=2C(=NOC2C)C)N2CCS(CC2)(=O)=O)C=CC1